6-(2-Chloro-4-methylphenyl)-1-(pyridin-4-ylmethyl)-1H-benzo[c][1,2,6]thiadiazin-4(3H)-one 2,2-dioxide ClC1=C(C=CC(=C1)C)C1=CC2=C(N(S(NC2=O)(=O)=O)CC2=CC=NC=C2)C=C1